((4-(hydroxymethyl)-3-nitrobenzyl) amino)-10-oxodecanoate OCC1=C(C=C(CNC(C(=O)[O-])CCCCCCCC=O)C=C1)[N+](=O)[O-]